N1C=C(C2=CC=CC=C12)C=1NC=C(N1)C(=O)C1=CC(=C(C(=C1)OC([2H])([2H])[2H])OC([2H])([2H])[2H])OC([2H])([2H])[2H] (2-(1H-indol-3-yl)-1H-imidazol-4-yl)(3,4,5-tri(methoxy-d3)phenyl) ketone